BrC1=CC=C(C=C1)NCC1=CC=C(C=C1)CN1[C@@H]([C@H]([C@@H]([C@H](C1)O)O)O)CO (2R,3R,4R,5S)-1-[(4-{[(4-bromophenyl)amino]methyl}phenyl)methyl]-2-(hydroxymethyl)piperidine-3,4,5-triol